ClC1=NC=C(C(=C1)C1=C(C=NC(=C1)C)C(=O)NC1=NN=C(S1)C(=O)[O-])OC.[Li+] Lithium 5-{2'-chloro-5'-methoxy-6-methyl-[4,4'-bipyridine]-3-amido}-1,3,4-thiadiazole-2-carboxylate